C(C)(C)(C)OC(=O)N1C[C@@H](CC1)COC=1C=NN(C1C1=CC=2N(C=C1)N=C(C2)NC(=O)C2CC2)CC.C(#N)CCNC(=O)C2CNCCC2 3-(cyanoethylcarbamoyl)piperidine Tert-butyl-(R)-3-(((5-(2-(cyclopropanecarboxamido)pyrazolo[1,5-a]pyridin-5-yl)-1-ethyl-1H-pyrazol-4-yl)oxy)methyl)pyrrolidine-1-carboxylate